NC1=NC2=CC(=CC=C2C(=N1)N[C@@](CO)(CCCC)C)C1=CC(NC=C1CNCCOC)=O (R)-4-(2-Amino-4-((1-hydroxy-2-methylhexan-2-yl)amino)quinazolin-7-yl)-5-(((2-methoxyethyl)amino)methyl)pyridin-2(1H)-one